(1r,4r)-4-((8-isopropyl-2-((tetrahydro-2H-pyran-4-yl)amino)pyrazolo[1,5-a][1,3,5]triazine-4-yl)amino)cyclohexane-1-carboxylic acid pyrrolidin-3-yl ester N1CC(CC1)OC(=O)C1CCC(CC1)NC1=NC(=NC=2N1N=CC2C(C)C)NC2CCOCC2